(S)-5-[2-(t-Butoxycarbonylamino)propoxy]-2-chloro-4-fluorobenzoic acid methyl ester COC(C1=C(C=C(C(=C1)OC[C@H](C)NC(=O)OC(C)(C)C)F)Cl)=O